[7-[2-[[2-(1-adamantyl)acetyl]oxymethyl]-2-[7-(2-butyloctanoyloxy)heptanoyloxymethyl]-3-hydroxy-propoxy]-7-oxo-heptyl] 2-butyloctanoate C(CCC)C(C(=O)OCCCCCCC(=O)OCC(CO)(COC(CCCCCCOC(C(CCCCCC)CCCC)=O)=O)COC(CC12CC3CC(CC(C1)C3)C2)=O)CCCCCC